1-aminocyclopropane-1-carboxamide NC1(CC1)C(=O)N